N-{[5-chloro-6-(5-methoxy-2-pyrazinyl)-2-indolyl]methyl}(S)-2-difluoromethoxypropionamide ClC=1C=C2C=C(NC2=CC1C1=NC=C(N=C1)OC)CNC([C@H](C)OC(F)F)=O